5-(4-Methylpiperazin-1-yl)pyridin-2-amine CN1CCN(CC1)C=1C=CC(=NC1)N